tert-butyl (tert-butoxycarbonyl)(7-(2-fluoro-3-(1-(1-(4-fluorophenyl)cyclobutyl)-1H-pyrazol-4-yl)phenyl)-[1,2,4]triazolo[1,5-a]pyridin-2-yl)carbamate C(C)(C)(C)OC(=O)N(C(OC(C)(C)C)=O)C1=NN2C(C=C(C=C2)C2=C(C(=CC=C2)C=2C=NN(C2)C2(CCC2)C2=CC=C(C=C2)F)F)=N1